O=C1NC(CCC1N1C(C2=CC=CC(=C2C1=O)NCCOCCNC(OC(C)(C)C)=O)=O)=O tert-butyl (2-(2-((2-(2,6-dioxopiperidin-3-yl)-1,3-dioxoisoindolin-4-yl)amino)ethoxy)ethyl)carbamate